FC(C(=O)O)(F)F.FC(C(=O)O)(F)F.C1(=CC=CC=C1)\C=C(/CC)\[C@H]1[C@@H](C1)NC1CC2(CN(C2)CCS(=O)(=O)N)C1 2-(6-(((1R,2S)-2-((E)-1-phenylbut-1-en-2-yl)cyclopropyl)amino)-2-azaspiro[3.3]heptan-2-yl)ethanesulfonamide bis(2,2,2-trifluoroacetate)